(E)-3-octenal C(C\C=C\CCCC)=O